ClC1=NC(=CC(=C1)Cl)C 2,4-dichloro-6-methyl-pyridine